10-[2,6-difluoro-4-({2-[(2-hydroxyethyl)amino]ethyl}amino)phenyl]-4,15-difluoro-8-methyl-9-oxo-6,8,10-triazatricyclo[9.4.0.02,7]pentadeca-1(11),2(7),3,5,12,14-hexaene-13-carbonitrile FC1=C(C(=CC(=C1)NCCNCCO)F)N1C(N(C=2N=CC(=CC2C=2C(=CC(=CC12)C#N)F)F)C)=O